O.O.O.P(=O)(O)([O-])[O-].[K+].[K+] dipotassium hydrogen phosphate, trihydrate